C12(CC3CC(CC(C1)C3)C2)C(CCCCN)N 1-((1s,3s)-adamantan-1-yl)pentane-1,5-diamine